(R,E)-N-(4-chloro-2,3-dihydro-1H-inden-1-ylidene)-2-methylpropane-2-sulfinamide ClC1=C2CC/C(/C2=CC=C1)=N\[S@](=O)C(C)(C)C